tert-butyl N-[2-(hydroxymethyl)-5-oxo-pyrrolidin-3-yl]carbamate OCC1NC(CC1NC(OC(C)(C)C)=O)=O